COC(=O)[C@H]1N(CC2=CC=C(C(=C2C1)OCC=1C=NC(=CC1)OC)OC)C=1OC2=C(N1)C=CC(=C2)C#N.[N+](=O)([O-])C=2C=C(C(=O)NC(C)C1=CC=CC=C1)C=CC2 3-nitro-N-(1-phenylethyl)benzamide methyl-(S)-2-(6-cyanobenzo[d]oxazol-2-yl)-6-methoxy-5-((6-methoxypyridin-3-yl)methoxy)-1,2,3,4-tetrahydroisoquinoline-3-carboxylate